ClC=1C=C(C=C(C1F)Cl)SC(OCC)=S O-Ethyl (3,5-dichloro-4-fluorophenyl)sulfanylmethanethioate